OCC=1C=CC=NC1 5-(hydroxymethyl)pyridine